FC(C1=C(C(=CC=C1)C(F)(F)F)B(O)O)(F)F [2,6-Bis(trifluoromethyl)phenyl]boronic acid